1-benzylphenylamino-3-methylenepent-4-ene C(C1=CC=CC=C1)C1(CC=CC=C1)NCCC(C=C)=C